8-bromo-N2-ethyl-N4-{[4-(4-methylphenyl)-1H-imidazol-2-yl]methyl}pyrazolo[1,5-a][1,3,5]triazine-2,4-diamine BrC=1C=NN2C1N=C(N=C2NCC=2NC=C(N2)C2=CC=C(C=C2)C)NCC